N-[2-[4-(hydroxymethyl)cyclohexyl]-(1-hydroxy-1-methyl-ethyl)indazol-5-yl]cyclopropanecarboxamide OCC1CCC(CC1)N1N=C2C=CC(=CC2=C1C(C)(C)O)NC(=O)C1CC1